(1r,4r)-4-((5-(1-(2-fluoroethyl)-2-methyl-1H-benzo[d]imidazol-6-yl)-4-methoxypyrrolo[2,1-f][1,2,4]triazin-2-yl)amino)-1-methylcyclohexan-1-ol FCCN1C(=NC2=C1C=C(C=C2)C=2C=CN1N=C(N=C(C12)OC)NC1CCC(CC1)(O)C)C